ClC=1C=NN2C1C(=CC(=C2)C=2N=NN(C2C)[C@H]2[C@@H](CN(CC2)C#N)F)OC(CO)C2=NC=C(C=C2)F (3R,4R)-4-[4-[3-Chloro-4-[1-(5-fluoro-2-pyridyl)-2-hydroxy-ethoxy]pyrazolo[1,5-a]pyridin-6-yl]-5-methyl-triazol-1-yl]-3-fluoro-piperidine-1-carbonitrile